methyl cyclopropyl((2,6-dihydroxy-5'-methyl-4-pentyl-2'-(prop-1-en-2-yl)-[1,1'-biphenyl]-3-yl)methyl)carbamate C1(CC1)N(C(OC)=O)CC=1C(=C(C(=CC1CCCCC)O)C1=C(C=CC(=C1)C)C(=C)C)O